N1C(=NC=2CNCCC21)C(=O)N 1H,4H,5H,6H,7H-imidazo[4,5-c]pyridine-2-carboxamide